FC1=CC=C(C=C1)C1=NN2C(CN(CC2)C)=C1C1=CC(=NC=C1)NC(C(C)(C)C)=O N-(4-(2-(4-fluorophenyl)-5-methyl-4,5,6,7-tetrahydropyrazolo[1,5-a]pyrazin-3-yl)pyridin-2-yl)pivalamide